NC(CCNC(C)=O)C1=CC(=CC=C1)C(F)(F)F N-{3-amino-3-[3-(trifluoromethyl)phenyl]propyl}acetamide